(S)-1-(4-(4,4,5,5-tetramethyl-1,3,2-dioxaborolan-2-yl)-1H-pyrazol-1-yl)propan-1,1,2,3,3,3-d6-2-ol CC1(OB(OC1(C)C)C=1C=NN(C1)C([C@](C([2H])([2H])[2H])(O)[2H])([2H])[2H])C